5-(Ethylsulfonyl)-N-[4-(1,1,1,3,3,3-hexafluoro-2-hydroxypropan-2-yl)phenyl]-2-(oxetan-2-ylcarbonyl)-2,3-dihydro-1H-isoindol-1-carboxamid C(C)S(=O)(=O)C=1C=C2CN(C(C2=CC1)C(=O)NC1=CC=C(C=C1)C(C(F)(F)F)(C(F)(F)F)O)C(=O)C1OCC1